N-(2-(Dimethoxymethyl)-4,5-difluorobenzyl)-N-(2-oxo-2-((2'-oxo-1,1',2',3-tetrahydrospiro[indene-2,3'-pyrrolo[2,3-b]pyridin]-5-yl)amino)ethyl)pivalamide COC(C1=C(CN(C(C(C)(C)C)=O)CC(NC=2C=C3CC4(C(NC5=NC=CC=C54)=O)CC3=CC2)=O)C=C(C(=C1)F)F)OC